C1(CC1)C(\C=C/C(=O)[O-])=O.[Na+] sodium (Z)-3-cyclopropyl-3-oxoprop-1-en-1-carboxylate